C(C)OC(CN1N=C(C=C1N)C)=O (5-amino-3-methyl-pyrazol-1-yl)-acetic acid ethyl ester